FC(C1=CC=C(C=C1)N1CC(CC2=NC=CC=C12)CC(=O)O)(F)F 2-(1-(4-(trifluoromethyl)phenyl)-1,2,3,4-tetrahydro-1,5-naphthyridin-3-yl)acetic acid